Cl.FC(C1=CC2=C(N=C(N=C2)NC2CCNCC2)N(C1=O)[C@H]1[C@](CCC1)(C)O)F 6-(Difluoromethyl)-8-((1R,2R)-2-hydroxy-2-methylcyclopentyl)-2-(piperidin-4-ylamino)pyrido[2,3-d]pyrimidin-7(8H)-one hydrochloride